O=C(O)CN(C)C(N)=N.P(=O)(O)([O-])[O-].[Na+].[Na+] disodium hydrogenphosphate-creatine